C12(CC3CC(CC(C1)C3)C2)CNC(C2=CC=C(C=C2)N2CCN(CC2)C(C2=CC(=CC(=C2)C(F)(F)F)C2=CC(=CC=C2)O)=O)=O N-(1-Adamantylmethyl)-4-[4-[3-(3-hydroxyphenyl)-5-(trifluoromethyl)benzoyl]piperazin-1-yl]benzamide